NC(CCC(=O)O)CCCC(=O)O gamma-aminosuberic acid